N,N,2-trimethyl-4-(2-(5-methyl-2-(3-oxo-3-(tetrahydro-2H-pyran-4-ylamino)propyl)-1,2,3,4-tetrahydroisoquinolin-7-yl)-5-tosyl-5H-pyrrolo[2,3-b]pyrazin-7-yl)benzamide CN(C(C1=C(C=C(C=C1)C1=CN(C2=NC=C(N=C21)C2=CC(=C1CCN(CC1=C2)CCC(NC2CCOCC2)=O)C)S(=O)(=O)C2=CC=C(C)C=C2)C)=O)C